(1r,3r)-3-(3-(difluoromethyl)-4-fluorophenoxy)cyclobutane-1-amine hydrochloride Cl.FC(C=1C=C(OC2CC(C2)N)C=CC1F)F